2-[[(3S,5R)-3,5-dimethyl-4-(4-pyridinyl)piperazin-1-yl]methyl]-1H-indole C[C@H]1CN(C[C@H](N1C1=CC=NC=C1)C)CC=1NC2=CC=CC=C2C1